C(=C)N(C(CC)=O)C N-Vinyl-N-methylpropionamide